C(C)OCCCNC(=O)C1=C(C=CC=C1)I N-(3-ethoxypropyl)(2-iodophenyl)carboxamide